[C@@H]12N(C[C@@H](NC1)CC2)C2=NC(=NC1=C(C(=C(C=C21)F)C2=CC(=CC1=CC=C(C(=C21)F)F)O)F)OC[C@]21CCCN1C[C@@H](C2)F (M)-4-(4-((1S,4S)-2,5-Diazabicyclo[2.2.2]octan-2-yl)-6,8-difluoro-2-(((2R,7aS)-2-fluorotetrahydro-1H-pyrrolizin-7a(5H)-yl)methoxy)quinazolin-7-yl)-5,6-difluoronaphthalen-2-ol